CN1N=NC(=C1C=1C=C2C(=NC1)C1=C(N2C(C2CCOCC2)C2=NC=CC=C2OC)C(=NN1C)C(C)(C)O)C 2-(6-(1,4-Dimethyl-1H-1,2,3-triazol-5-yl)-4-((3-methoxypyridin-2-yl)(tetrahydro-2H-pyran-4-yl)methyl)-1-methyl-1,4-dihydropyrazolo[3',4':4,5]pyrrolo[3,2-b]pyridine-3-yl)propan-2-ol